[2-(2,6-difluoropyridin-3-yl)-5-(pyrazol-1-yl)phenyL]methanol FC1=NC(=CC=C1C1=C(C=C(C=C1)N1N=CC=C1)CO)F